C(C)(C)(C)OC(=O)N1CC2=C(CCC1)N=C(C=C2)N 2-Amino-5,7,8,9-tetrahydro-6H-pyrido[3,2-C]azepine-6-carboxylic acid tert-butyl ester